NC=1N=C(C=C2C=C(N=CC12)NC(=O)[C@H]1[C@@H](C1)C#N)Cl trans-N-(8-amino-6-chloro-2,7-naphthyridin-3-yl)-2-cyanocyclopropanecarboxamide